O[C@@H]1C[C@H](N(C1)C(=O)[C@H](C(C)C)C1=CC(=NO1)OC1N(CC1)C(=O)[O-])C(N[C@@H](C)C1=CC=C(C=C1)C1=C(N=CS1)C)=O [5-[(1R)-1-[(2S,4R)-4-hydroxy-2-[[(1S)-1-[4-(4-methylthiazol-5-yl)phenyl]ethyl]carbamoyl]pyrrolidine-1-carbonyl]-2-methyl-propyl]isoxazol-3-yl]oxyazetidine-1-carboxylate